C(C1=CC=CC=C1)NC1CC2C(COC2)C1 N-Benzylhexahydro-1H-cyclopenta[c]furan-5-amine